ICC\C=C\CCCCCCCC(OCCCCCCCCCC)OCCCCCCCCCC (3E)-1-iodo-12,12-didecyloxy-3-dodecene